di-FMOC-3,4-diaminobenzoic acid C1=CC=C2C(=C1)C(C3=CC=CC=C32)COC(=O)NC4=C(C=C(C=C4)C(=O)O)NC(=O)OCC5C6=CC=CC=C6C7=CC=CC=C57